O1C(=NC=C1)C1=CC2=C(N=CN=C2)C(N1)=O 6-(oxazol-2-yl)pyrido[3,4-d]pyrimidin-8(7H)-one